C(C)(C)(C)OC([C@H](CC1=C(C=C(C(=C1)F)F)Br)N)=O (S)-2-amino-3-(2-bromo-4,5-difluorophenyl)propanoic acid tert-butyl ester